1-(4-[1-(2,6-difluorobenzyl)-5-dimethylaminoethyl-3-(6-methoxypyridazin-3-yl)-2,4-dioxo-1,2,3,4-tetrahydrothieno[2,3-d]pyrimidin-6-yl]phenyl)-3-methoxyurea FC1=C(CN2C(N(C(C3=C2SC(=C3CCN(C)C)C3=CC=C(C=C3)NC(=O)NOC)=O)C=3N=NC(=CC3)OC)=O)C(=CC=C1)F